ClC=1C(=NC(=NC1)N1CCN(CC1)C=1C=C2CN(C(C2=CC1)=O)[C@H]1C(NC(CC1)=O)=O)NC=1C=C2C=C(C(N(C2=CC1)C)=O)OCC(=O)NC (R,S)-2-((6-((5-chloro-2-(4-(2-(2,6-dioxopiperidin-3-yl)-1-oxoisoindolin-5-yl)piperazin-1-yl)pyrimidin-4-yl)amino)-1-methyl-2-oxo-1,2-dihydroquinolin-3-yl)oxy)-N-methylacetamide